C1(=CC=CC=C1)N1C([C@H]2[C@@H]3C=C[C@H]([C@H]2C1=O)C3)=O (3aR,4R,7S,7aS)-2-phenyl-3a,4,7,7a-tetrahydro-1H-4,7-methanoisoindole-1,3(2H)-dione